(S)-1-(5-bromo-2,3-dihydro-1H-indene-2-carbonyl)indoline-6-sulfonamide BrC=1C=C2C[C@H](CC2=CC1)C(=O)N1CCC2=CC=C(C=C12)S(=O)(=O)N